7-(3-thienoyl)amino-4-(dimethyl)aminomethylcyclohepta[7,6-b]indole S1C=C(C=C1)C(=O)NC1=CC2=NC3=C(C=CC=C3C2=CC=C1)CN(C)C